2,2,2-trifluoro-1-(6-(pyrrolidin-1-yl)naphthalen-2-yl)ethan-1-one FC(C(=O)C1=CC2=CC=C(C=C2C=C1)N1CCCC1)(F)F